C1NCC12CC(C2)C=2N(C(=C(N2)C2=CC=C(C(=O)NCCN1CCOCC1)C=C2)C2=CC(=CC1=CC=CC=C21)O)C 4-[2-(2-azaspiro[3.3]heptan-6-yl)-5-(3-hydroxy-1-naphthyl)-1-methyl-imidazol-4-yl]-N-(2-morpholinoethyl)benzamide